O=C1NC(C2=CC(=CC=C12)C(=O)Cl)=O 1,3-dioxoisoindoline-5-carbonyl chloride